2-(4-bromo-phenyl)-naphthalene BrC1=CC=C(C=C1)C1=CC2=CC=CC=C2C=C1